CC1=NNC(=C1)C 3,5-dimethyl-1H-pyrazole